OC1(C(CCCC1)O)C(=O)O 1,2-dihydroxycyclohexanecarboxylic acid